tert-butyl 4-(1-(2,6-di(benzyloxy) pyridin-3-yl)-3-methyl-1H-indazol-5-yl)-3,6-dihydropyridine-1(2H)-carboxylate C(C1=CC=CC=C1)OC1=NC(=CC=C1N1N=C(C2=CC(=CC=C12)C=1CCN(CC1)C(=O)OC(C)(C)C)C)OCC1=CC=CC=C1